ClC=1C(=CC(=NC1)OC)C1=CC(=NN1)C(=O)N1CCC(CC1)C(=O)NC12CC(C1)(C2)F 1-[5-(5-chloro-2-methoxypyridin-4-yl)-1H-pyrazole-3-carbonyl]-N-{3-fluoro-bicyclo[1.1.1]pent-1-yl}piperidine-4-carboxamide